2-Fluoro-5-(trifluoromethoxy)benzenesulfonyl chloride FC1=C(C=C(C=C1)OC(F)(F)F)S(=O)(=O)Cl